(2S)-2-amino-4-[{(1R)-1-[1-benzyl-4-(2,5-difluorophenyl)-1H-imidazol-2-yl]-2,2-dimethylpropyl}(glycoloyl)amino]-N-[2-(2,5-dioxo-2,5-dihydro-1H-pyrrol-1-yl)ethyl]butanamid N[C@H](C(=O)NCCN1C(C=CC1=O)=O)CCN(C(CO)=O)[C@H](C(C)(C)C)C=1N(C=C(N1)C1=C(C=CC(=C1)F)F)CC1=CC=CC=C1